OCC1=CC=C(C=C1)C(CC1=C(C=CC=C1)OC)=O 1-(4-(hydroxymethyl)phenyl)-2-(2-methoxyphenyl)ethan-1-one